1,1'-azo-1,2,3-triazole N(=NN1N=NC=C1)N1N=NC=C1